CC1=NC(=CC(=N1)NC1=NC=C(C(=O)NOCC)C(=C1)NC1=C(C(=CC(=C1)F)C1=NC=CN=C1)OC)C 6-((2,6-dimethylpyrimidin-4-yl)amino)-N-ethoxy-4-((5-fluoro-2-methoxy-3-(pyrazin-2-yl)phenyl)amino)nicotinamide